5-{[2-(2-cyano-4-fluorophenyl)-2-azaspiro[3.3]heptan-6-yl]oxy}-N-{1-[2-(dimethylamino)-2-oxoethyl]azetidin-3-yl}-2'-ethoxy[2,3'-bipyridine]-6-carboxamide C(#N)C1=C(C=CC(=C1)F)N1CC2(C1)CC(C2)OC=2C=CC(=NC2C(=O)NC2CN(C2)CC(=O)N(C)C)C=2C(=NC=CC2)OCC